tetrahydrofuran-2,3-diyl diacetate C(C)(=O)OC1OCCC1OC(C)=O